(R)-1-(4-((4-((R)-2-acetoxy-3-chloropropoxy)-3-chlorophenyl)sulfonyl)-2-chlorophenoxy)-3-methoxypropan-2-yl acetate C(C)(=O)O[C@@H](COC1=C(C=C(C=C1)S(=O)(=O)C1=CC(=C(C=C1)OC[C@H](CCl)OC(C)=O)Cl)Cl)COC